C(C)(=O)OCCOC=1C=CC=2C(C3=CC=CC=C3SC2C1OCCOC(C)=O)=O 2-[4-(2-acetoxyethoxy)-9-oxo-thioxanthen-3-yl]oxyethyl acetate